C(N1N(C=CC1=O)COCC[Si](C)(C)C)([2H])([2H])[2H] 2-(methyl-d3)-1-((2-(trimethylsilyl)ethoxy)methyl)-1,2-dihydro-3H-pyrazol-3-one